C1(CC1)COC=1C(=CC(=NC1)CO)C1=CC(=C(C=C1)Cl)Cl [5-(cyclopropylmethoxy)-4-(3,4-dichlorophenyl)-2-pyridinyl]methanol